[C@H]12CC(C[C@H](CC1)N2)C2=NC(=NC1=CC(=CC=C21)C2=CC(=CC1=CC=CC=C21)O)OC[C@H]2N(CCC2)C 4-(4-((1R,5S)-8-azabicyclo[3.2.1]octan-3-yl)-2-(((S)-1-methylpyrrolidin-2-yl)methoxy)quinazolin-7-yl)naphthalen-2-ol